zinc-calcium magnesium phosphate P(=O)([O-])([O-])[O-].[Mg+2].[Ca+2].[Zn+2].P(=O)([O-])([O-])[O-]